NCC1=C(C=C(C=O)C=C1)O 4-(AMINOMETHYL)-3-HYDROXYBENZALDEHYDE